NC1=NC=C(C2=C1C=NN2COCC[Si](C)(C)C)NC(=O)C(=O)N(CC2=CC=CC=C2)CC2=CC=CC=C2 N-[4-amino-1-(2-trimethylsilylethoxymethyl)pyrazolo[4,3-c]pyridin-7-yl]-N',N'-dibenzyl-oxamide